FC1=C(CC2(C[C@@H]3[C@@H](CN(C3)CC(=O)C3=CC=C(C=C3)O)C2)O)C=CC=C1 2-((3aR,5r,6aS)-5-(2-fluorobenzyl)-5-hydroxyhexa-hydrocyclopenta[c]pyrrol-2(1H)-yl)-1-(4-hydroxyphenyl)ethanone